[Cl-].FC1=C(C(=CC(=C1)F)F)PC1=C(C=C(C=C1F)F)F bis(2,4,6-trifluorophenyl)phosphine chloride